D-glucose bromide [Br-].O=C[C@H](O)[C@@H](O)[C@H](O)[C@H](O)CO